NC1=CC(=C(C=C1)C(C)C)N 1,3-diamino-4-isopropylbenzene